CC1(OC(CC(C1)=O)C=1C=NN(C1)C)C 2,2-dimethyl-6-(1-methyl-1H-pyrazol-4-yl)oxan-4-one